1,1,2-tris-(hydroxyphenyl)-ethane OC1=C(C=CC=C1)C(CC1=C(C=CC=C1)O)C1=C(C=CC=C1)O